2-(tert-butyl) 4-methyl 3-methyl-5-(2-(m-tolyl)butanamido)thiophene-2,4-dicarboxylate CC1=C(SC(=C1C(=O)OC)NC(C(CC)C=1C=C(C=CC1)C)=O)C(=O)OC(C)(C)C